5,5,8,8-tetramethyl-5,6,7,8-tetrahydronaphtho[2,3-b]thiophene-3-ol CC1(C2=CC3=C(SC=C3O)C=C2C(CC1)(C)C)C